(E)-3-(1-phenyl-(pyridine-3-yl)-1H-pyrazol-4-yl)acrylic acid C1(=CC=CC=C1)N1N=C(C(=C1)/C=C/C(=O)O)C=1C=NC=CC1